(5-methyl-1-phenyl-1,2,4-triazol-3-yl)methanone CC1=NC(=NN1C1=CC=CC=C1)C=O